N-[(4-methoxyphenyl)methyl]-N-methyl-3-(1-methylimidazol-4-yl)-4-[[3-methyl-5-(trifluoromethyl)-2-pyridyl]amino]benzenesulfonamide COC1=CC=C(C=C1)CN(S(=O)(=O)C1=CC(=C(C=C1)NC1=NC=C(C=C1C)C(F)(F)F)C=1N=CN(C1)C)C